N-([6-{4-(trifluoromethyl)phenoxy}quinolin-8-yl]methyl)acrylamide FC(C1=CC=C(OC=2C=C3C=CC=NC3=C(C2)CNC(C=C)=O)C=C1)(F)F